8-((3S,5S)-3,5-dimethylpiperazin-1-yl)imidazo[1,5-a]pyridine-6-sulfonamide 2,2,2-trifluoroacetate FC(C(=O)O)(F)F.C[C@H]1CN(C[C@@H](N1)C)C=1C=2N(C=C(C1)S(=O)(=O)N)C=NC2